Cl.C[C@H](C(C(=O)N(N)C)=NC(OC1C2=CC=CC=C2C=2C=CC=CC12)=O)C1=CC2=CC=CC=C2C=C1 (S)-(9H-fluoren-9-yl) methyl-1-(1-methylhydrazinyl)-3-(naphthalen-2-yl)-1-oxopropyl-2-yl-carbamate hydrochloride